ClCC(CN1CC2=CC=CC=C2CC1)O 1-chloro-3-(3,4-dihydroisoquinolin-2(1H)-yl)propan-2-ol